ethyl 4-(5,6,7,8,9,10-hexahydrocyclohepta[b]indole-2-sulfonamido)benzoate C1=C2C3=C(NC2=CC=C1S(=O)(=O)NC1=CC=C(C(=O)OCC)C=C1)CCCCC3